CC1=CC=2C3=C(NC2C=C1)CCNC3 8-methyl-1,3,4,5-tetrahydropyrido[4,3-b]indol